O=C1NC(CCC1N1C(N(C2=C1C=CC=C2N2CC(C2)O[C@H]2[C@@H](CN(CC2)C(=O)OC(C)(C)C)F)C)=O)=O 1-Tert-butyl (3R,4R)-4-[1-[1-(2,6-dioxo-3-piperidyl)-3-methyl-2-oxo-benzimidazol-4-yl]azetidin-3-yl]oxy-3-fluoro-piperidine-1-carboxylate